FC1=CC=C(C=C1)C1COC2=CC(=CC=C2C1=O)OCC(=O)NCCOCCC(=O)NCC(C[N+]1=CN(C=C1)CC(P(=O)(O)O)(P(=O)(O)O)O)O 3-(3-(3-(2-(2-((3-(4-fluorophenyl)-4-oxochroman-7-yl)oxy)acetamido)ethoxy)propanamido)-2-hydroxypropyl)-1-(2-hydroxy-2,2-diphosphonoethyl)-1H-imidazol-3-ium